COC=1C=2N(C3=CC=C(C=C3C1)[N+](=O)[O-])C=CN2 4-methoxy-7-nitroimidazo[1,2-a]quinoline